C=CC=CCC 1,3-hexadiene